FC(CN1C=NC2=C1C=C(C=C2F)C=2C(=CN1N=C(N=C(C12)OC([2H])([2H])[2H])N[C@H]1C(CN(C1)C(C)=O)(F)F)F)F (R)-1-(4-((5-(1-(2,2-difluoroethyl)-4-fluoro-1H-benzo[d]imidazol-6-yl)-6-fluoro-4-(methoxy-d3)pyrrolo[2,1-f][1,2,4]triazin-2-yl)amino)-3,3-difluoropyrrolidin-1-yl)ethan-1-one